C1N(CC2=CC=CC=C12)C(CCS(=O)C1=CC=CC=C1)=O 1-(1,3-dihydro-2H-isoindol-2-yl)-3-(phenylsulfinyl)propan-1-one